FC=1C=CC2=C(N(C(N2)=O)C)C1F 6,7-difluoro-1-methyl-1H-benzo[d]imidazol-2(3H)-one